tert-butyl N-{1-[(2-aminoethyl)carbamoyl]cyclopropyl}carbamate NCCNC(=O)C1(CC1)NC(OC(C)(C)C)=O